1-((1s,4s)-4-((5-(1-(2,2-difluoroethyl)-2-methyl-1H-imidazo[4,5-b]pyridin-6-yl)-7H-pyrrolo[2,3-d]pyrimidin-2-yl)amino)cyclohexyl)pyrrolidin-2-one FC(CN1C(=NC2=NC=C(C=C21)C2=CNC=1N=C(N=CC12)NC1CCC(CC1)N1C(CCC1)=O)C)F